C1C=CC(NC2C=CC(NC3C=CC=CC=3)=CC=2)=CC=1 N,N'-diphenyl-p-phenylenediamine